(4-(4-(benzo[d]thiazol-5-ylamino)quinolin-6-yl)-3-fluorophenyl)(3,3-difluoropyrrolidin-1-yl)methanone S1C=NC2=C1C=CC(=C2)NC2=CC=NC1=CC=C(C=C21)C2=C(C=C(C=C2)C(=O)N2CC(CC2)(F)F)F